5-{7-[1-(cyclopropanesulfonyl)pyrrolidin-2-yl]-1-fluoro-3-hydroxynaphthalen-2-yl}-1λ6,2,5-thiadiazolidine-1,1,3-trione C1(CC1)S(=O)(=O)N1C(CCC1)C1=CC=C2C=C(C(=C(C2=C1)F)N1CC(NS1(=O)=O)=O)O